FC(N1N=NC2=C1C=CC(=C2)OC2=C(C=C(C=C2)NC=2C1=C(N=CN2)C=CC(=N1)N1CC(N(CC1)C(C=C)=O)(C)C)C)F 1-(4-(4-((4-((1-(difluoromethyl)-1H-benzo[d][1,2,3]triazol-5-yl)oxy)-3-methylphenyl)amino)pyrido[3,2-d]pyrimidin-6-yl)-2,2-dimethylpiperazin-1-yl)prop-2-en-1-one